1-(3-(4-(1-methyl-1H-pyrazol-3-yl)-6-(3-(trifluoromethyl)pyrrolidin-1-yl)pyridin-3-yl)pyrrolidin-1-yl)prop-2-en-1-one CN1N=C(C=C1)C1=C(C=NC(=C1)N1CC(CC1)C(F)(F)F)C1CN(CC1)C(C=C)=O